ClC1=C(C=CC2=C1C(=NCC=1N2C(=NN1)C1CC1)C1=NC=CC=C1F)Cl 7,8-dichloro-1-cyclopropyl-6-(3-fluoro-2-pyridyl)-4H-[1,2,4]triazolo[4,3-a][1,4]benzodiazepine